dibenzocyclopentane C1=CC=CC=2C3=C(CC21)C=CC=C3